N,N'-Dicyclohexylmethyl-1,2-ethandiamin C1(CCCCC1)CNCCNCC1CCCCC1